3-methoxy-4-[3-[4-[(1-methyl-4-piperidyl)amino]-1-(2,2,2-trifluoroethyl)indol-2-yl]prop-2-ynylamino]benzoic acid COC=1C=C(C(=O)O)C=CC1NCC#CC=1N(C2=CC=CC(=C2C1)NC1CCN(CC1)C)CC(F)(F)F